C(C1=CC=CC=C1)N1CCC(CC1)CCNC(=O)N1[C@@H](CN(CC1)C1=NC=C(C=N1)C(=O)O)C 2-[(3R)-4-{[2-(1-benzylpiperidin-4-yl)ethyl]carbamoyl}-3-methylpiperazin-1-yl]pyrimidine-5-carboxylic acid